C(CO)(=O)O.[Sn] tin glycolic acid